C(N)(=O)C1CC(C1)S(=O)(=O)C1C(NCC1)C(=O)NCC=1C=NC(=CC1)C(F)(F)F 3-((3-carbamoyl-cyclobutyl)sulfonyl)-N-((6-(trifluoromethyl)pyridin-3-yl)methyl)pyrrolidine-2-carboxamide